3-hydroxypiperidin OC1CNCCC1